FC=1C=CC(=C(C1)C1N(CCC1)C=1C=CC=2N(N1)C(=CN2)C(=O)NC2CN(CC2)CC2=CC(=C(C=C2)F)O)SC 6-[2-[5-fluoro-2-(methylsulfanyl)phenyl]pyrrolidin-1-yl]-N-[1-[(4-fluoro-3-hydroxyphenyl)methyl]pyrrolidin-3-yl]imidazo[1,2-b]pyridazine-3-carboxamide